C1(CC1)C1=CC(=NN1CC(=O)N1CCC(CC1)C1=CC(=NC=C1)C(=O)NC1CCCC2=CC=CC=C12)C(F)F 4-[1-[2-[5-cyclopropyl-3-(difluoromethyl)pyrazol-1-yl]acetyl]-4-piperidyl]-N-tetralin-1-yl-pyridine-2-carboxamide